C(C)(C)(C)OC(NC1=C(C=2C(=NC=C(C2S1)F)C=1C2=C(C=3C=NC(=NC3C1F)OCC1(CC1)CN1CCOCC1)COC2)C#N)=O tert-Butyl(3-cyano-7-fluoro-4-(5-fluoro-3-((1-(morpholinomethyl)cyclopropyl)methoxy)-7,9-dihydrofuro[3,4-f]quinazolin-6-yl)thieno[3,2-c]pyridin-2-yl)carbamate